C(C)(C)(C)OC(=O)N1CC(C=2C3=C(C(NC2C1)=O)C=C(C(=C3)F)F)=O 8,9-difluoro-1,6-dioxo-1,4,5,6-tetrahydrobenzo[c][1,7]naphthyridine-3(2H)-carboxylic acid tert-butyl ester